C(C)[NH+](CC)CC.CC1=CC=C(C=C1)S(=O)(=O)[O-] para-toluenesulfonic acid triethylammonium salt